di(2-cyclohexenyl) (2,2,2-trifluoroethyl)phosphonate FC(CP(OC1C=CCCC1)(OC1C=CCCC1)=O)(F)F